5-bromo-2-(pyrrolidin-1-ylmethyl)benzonitrile BrC=1C=CC(=C(C#N)C1)CN1CCCC1